C(C)(C)(C)OC(=O)NCCCCCCOC1=CC=C(C=C1)C=1CCC(CC1)C(=O)OC methyl 4'-((6-((tert-butoxycarbonyl)amino)hexyl)oxy)-2,3,4,5-tetrahydro-[1,1'-biphenyl]-4-carboxylate